6-(1H-pyrazol-1-yl)pyridin-3-amine N1(N=CC=C1)C1=CC=C(C=N1)N